O1C(OCCC1)COC1=C(C=C(N)C=C1)Cl 4-((1,3-dioxan-2-yl)methoxy)-3-chloroaniline